NC1=C(C(=C(C=C1)P(C)(C)=O)F)OC (4-amino-2-fluoro-3-methoxyphenyl)dimethylphosphine oxide